1-(2,6-dichlorophenyl)-4-((4-(3-(dimethylamino)pyrrolidine-1-carbonyl)phenyl)amino)-1H-pyrazole-3-carboxamide ClC1=C(C(=CC=C1)Cl)N1N=C(C(=C1)NC1=CC=C(C=C1)C(=O)N1CC(CC1)N(C)C)C(=O)N